[(3R)-1-(oxetan-3-yl)-5-oxo-pyrrolidin-3-yl]-4-[3-[2-(1-methoxycarbonylazetidin-3-yl)oxy-3-pyridyl]pyrazolo[1,5-a]pyrimidin-5-yl]piperazine-1-carboxylate O1CC(C1)N1C[C@@H](CC1=O)OC(=O)N1CCN(CC1)C1=NC=2N(C=C1)N=CC2C=2C(=NC=CC2)OC2CN(C2)C(=O)OC